C(#N)C=1C(=NC(=CN1)N[C@H](C)C1=C(C=C(C=C1)Cl)Cl)N1CC(C1)[C@@H]1CN(CCC1)C1CC(C1)(C(=O)O)C 3-[(1S,3R)-3-[1-[3-cyano-6-[[(1R)-1-(2,4-dichlorophenyl)ethyl]amino]pyrazin-2-yl]azetidin-3-yl]-1-piperidyl]-1-methyl-cyclobutanecarboxylic acid